ethyl 1-(2-hydroxy-1-(4-methoxyphenyl) ethyl)-4-fluoro-1H-imidazole-5-carboxylate OCC(C1=CC=C(C=C1)OC)N1C=NC(=C1C(=O)OCC)F